C1(=CC=CC=C1)N1NC(=CC=N1)C1=CC=CC=C1 2,6-diphenyl-triazine